[N+](=O)([O-])C1=CC=C(S1)\C=C\1/OC2=C(C1=O)C=CC=C2 (2Z)-2-[(5-nitrothiophen-2-yl)methylidene]-1-benzofuran-3-one